NC1=CC=C(C=C1)NS(=O)(=O)C1=CC(=CC=C1)F N-(4-aminophenyl)-3-fluorobenzenesulfonamide